FC(OC1=CC=C(C=C1)NC(=O)NN)F N-[4-(difluoromethoxy)phenyl]hydrazincarboxamid